bis-(+)-pinanediol diboron [B].[B].C12(C(CCC(C1(C)C)C2)(C)O)O.C21(C(CCC(C2(C)C)C1)(C)O)O